2-(1-(3-methoxyphenyl)vinyl)isoindoline-1,3-dione COC=1C=C(C=CC1)C(=C)N1C(C2=CC=CC=C2C1=O)=O